ClC1=C2C(=C(NC2=CC=C1F)C(=O)N1CCN(CC1)C(=O)[C@H]1NCC(C1)(F)F)F (S)-(4-chloro-3,5-difluoro-1H-indol-2-yl)(4-(4,4-difluoropyrrolidine-2-carbonyl)piperazin-1-yl)methanone